bis(2,4-di-t-butyl-6-methylphenyl) methyl phosphite P(OC1=C(C=C(C=C1C)C(C)(C)C)C(C)(C)C)(OC1=C(C=C(C=C1C)C(C)(C)C)C(C)(C)C)OC